C(=O)(OC(C)(C)C)C(C(=O)O)CC(C=C)N Boc-4-amino-4-vinylbutyric acid